FC(S(=O)(=O)OC1=C(C=C(C=C1)Cl)C1=CC=C(C=C1)C)(F)F [4-Chloro-2-(p-tolyl)phenyl] trifluoromethanesulfonate